7-iodo-8-methyl-3-(trifluoromethyl)-[1,2,4]triazolo[4,3-a]pyridine IC1=C(C=2N(C=C1)C(=NN2)C(F)(F)F)C